COC(C(C1=C(C=CC(=C1)F)OCOC)Br)=O 2-bromo-2-(5-fluoro-2-(methoxymethoxy)phenyl)acetic acid methyl ester